N-[(4S)-8-[3-iodo-5-methyl-1-(oxan-2-yl)-1H-pyrazolo[3,4-b]Pyrazin-6-yl]-2-oxa-8-azaspiro[4.5]Decan-4-yl]Carbamic acid tert-butyl ester C(C)(C)(C)OC(N[C@@H]1COCC12CCN(CC2)C2=C(N=C1C(=N2)N(N=C1I)C1OCCCC1)C)=O